ClC1=NC=CC(=C1)C=1N=C(N(C1)C1=CC=C(C=C1)OC)NC(C1=CC=C(C=C1)OC(F)F)=O N-[4-(2-Chloropyridin-4-yl)-1-(4-methoxyphenyl)-1H-imidazol-2-yl]-4-(difluoromethoxy)benzamide